N-(2-(6,6-Dimethyl-4,5,6,7-tetrahydro-1H-indazol-3-yl)-3H-imidazo[4,5-b]pyridin-6-yl)-N-methylbutyramide CC1(CCC=2C(=NNC2C1)C1=NC=2C(=NC=C(C2)N(C(CCC)=O)C)N1)C